dihydroxyethyl oleyl glycinate CCCCCCCC/C=C\CCCCCCCC[N+](CCO)(CCO)CC(=O)[O-]